(S)-3'-fluoro-4'H,6'H-spiro[piperidine-4,5'-pyrrolo[1,2-b]pyrazol]-4'-amine FC1=C2N(N=C1)CC1([C@@H]2N)CCNCC1